C(C)(C)(C)N monotertiary butylamine